CN1[C@@H](CCCC1)C(=O)N L-1-methyl-2-piperidinecarboxamide